((1S,4R,5R)-5-(4-((4-([1,2,4]triazolo[1,5-a]pyridin-7-yloxy)-2-fluoro-3-methylphenyl)amino)pyrido[3,2-d]pyrimidin-6-yl)-2-azabicyclo[2.2.1]heptan-2-yl)prop-2-en-1-one N=1C=NN2C1C=C(C=C2)OC2=C(C(=C(C=C2)NC=2C1=C(N=CN2)C=CC(=N1)[C@H]1[C@@H]2CN([C@H](C1)C2)C(C=C)=O)F)C